(R)-2-(2-((2,2'-dichloro-3'-((3-((3-hydroxypyrrolidin-1-yl)methyl)-1,7-naphthyridin-8-yl)amino)-[1,1'-biphenyl]-3-yl)carbamoyl)-6,7-dihydropyrazolo[1,5-a]pyrazin-5(4H)-yl)acetic acid ClC1=C(C=CC=C1NC(=O)C1=NN2C(CN(CC2)CC(=O)O)=C1)C1=C(C(=CC=C1)NC=1N=CC=C2C=C(C=NC12)CN1C[C@@H](CC1)O)Cl